N12CCC(C(C1)O)C2 azabicyclo[2.2.1]heptan-5-ol